[Cr].N1=NN=CC=C1 triazine chromium